(S)-2-(8-aminooct-1-yn-1-yl)-5-(4-(2-(4-(4-chlorophenyl)-2,3,9-trimethyl-6H-thieno[3,2-f][1,2,4]triazolo[4,3-a][1,4]diazepin-6-yl)acetyl)piperazin-1-yl)benzoic acid NCCCCCCC#CC1=C(C(=O)O)C=C(C=C1)N1CCN(CC1)C(C[C@H]1C=2N(C3=C(C(=N1)C1=CC=C(C=C1)Cl)C(=C(S3)C)C)C(=NN2)C)=O